CN1N=CC=C1CC(=O)O 2-(1-methyl-1H-pyrazol-5-yl)acetic acid